2,5-dimethyl-1H-pyrrole-3-carboxylate CC=1NC(=CC1C(=O)[O-])C